(3,5-difluorophenyl)-5-(2-nitrophenyl)-N-(2-(piperazin-1-yl)ethyl)Oxazole-4-carboxamide FC=1C=C(C=C(C1)F)C=1OC(=C(N1)C(=O)NCCN1CCNCC1)C1=C(C=CC=C1)[N+](=O)[O-]